Cl.C(C)C1=CSC2=C1CC(CC2)NC 3-ethyl-N-methyl-4,5,6,7-tetrahydrobenzothiophen-5-amine hydrochloride